NC1=C2N=CN(C2=NC=N1)C[C@@H](C)OCP(OCCCOCCCCCCCCCCCC#C[Si](C)(C)CC)(O)=O 3-((13-(ethyldimethylsilyl)tridec-12-yn-1-yl)oxy)propyl hydrogen ((((R)-1-(6-amino-9H-purin-9-yl)propan-2-yl)oxy)methyl)phosphonate